CN(C)C1=CC=C(C=C1)N=O N,N-dimethyl-p-nitrosoaniline